2-methyl-1,4-phenylene bis(4-(3-((2-oxo-2H-chromen-7-yl)oxy)propoxy)benzoate) methyl-4-(3-chloropropoxy)benzoate COC(C1=CC=C(C=C1)OCCCCl)=O.O=C1OC2=CC(=CC=C2C=C1)OCCCOC1=CC=C(C(=O)OC2=C(C=C(C=C2)OC(C2=CC=C(C=C2)OCCCOC2=CC=C3C=CC(OC3=C2)=O)=O)C)C=C1